O[C@H](CCC)C1=CC=CC=C1 4-[(1R)-1-hydroxybutyl]benzene